4-[[5-[(6-cyano-4-methyl-3-pyridinyl)amino]-3-methyl-imidazo[4,5-b]pyridin-7-yl]amino]-N,N-dimethyl-benzamide C(#N)C1=CC(=C(C=N1)NC1=CC(=C2C(=N1)N(C=N2)C)NC2=CC=C(C(=O)N(C)C)C=C2)C